2-(2,4-dioxotetrahydropyrimidin-1(2H)-yl)-5-((4-phenylpiperidin-1-yl)methyl)isoindoline-1,3-dione O=C1N(CCC(N1)=O)N1C(C2=CC=C(C=C2C1=O)CN1CCC(CC1)C1=CC=CC=C1)=O